(±)-(Trans)-4-(5-chloro-4-nitro-1H-pyrazol-1-yl)-1-cyclobutyl-3-fluoropiperidine ClC1=C(C=NN1[C@H]1[C@@H](CN(CC1)C1CCC1)F)[N+](=O)[O-] |r|